3-(((2,5-Bis(trifluoromethyl)pyrazolo[1,5-a]pyrimidin-7-yl)amino)methyl)-3-(4-fluoro-1H-pyrazol-1-yl)azetidine-1-carboxamide FC(C1=NN2C(N=C(C=C2NCC2(CN(C2)C(=O)N)N2N=CC(=C2)F)C(F)(F)F)=C1)(F)F